5-((1R,2R)-2-ethoxycyclopropyl)-1-(4-fluorobenzyl)-N3-methyl-2-oxo-1,2-dihydropyridine-3,5-dicarboxamide C(C)O[C@H]1[C@H](C1)C1(C=C(C(N(C1)CC1=CC=C(C=C1)F)=O)C(=O)NC)C(=O)N